benzo[b][1,4]thiazine-6-carboxamide S1C2=C(N=CC1)C=C(C=C2)C(=O)N